ClC=1C(=NN(C1C1=CC(=NC=C1)F)C1=NC=CC=C1)O[C@@H](C(=O)OC)C Methyl (2R)-2-{[4-chloro-5-(2-fluoropyridin-4-yl)-1-(pyridin-2-yl)-1H-pyrazol-3-yl]oxy}propanoate